1-methyl-N-[6-[3-[(3-methyl-1H-indazol-5-yl)amino]indazol-1-yl]-2-pyridinyl]pyrazole-4-carboxamide CN1N=CC(=C1)C(=O)NC1=NC(=CC=C1)N1N=C(C2=CC=CC=C12)NC=1C=C2C(=NNC2=CC1)C